C1(=CC=CC=C1)[O-].C1(=CC=CC=C1)[O-].C1(=CC=CC=C1)[O-].C1(=CC=CC=C1)[O-].[Ti+4] Titanium Tetraphenolate